1,2-Bis(Triethoxysilyl)-Ethane C(C)O[Si](CC[Si](OCC)(OCC)OCC)(OCC)OCC